ethyl-1,3,5-triazin-2-amine C(C)C1=NC(=NC=N1)N